(S)-tert-butyl 3-(1-cyclopentyl-5-(2-(trifluoromethyl) phenyl)-1H-pyrazole-3-carboxamido)-5-oxopentanoate C1(CCCC1)N1N=C(C=C1C1=C(C=CC=C1)C(F)(F)F)C(=O)N[C@H](CC(=O)OC(C)(C)C)CC=O